C1(CC1)C=1C(=C(C=CC1[N+](=O)[O-])N1C[C@H](N(CC1)C(=O)OC(C)(C)C)C)OC tert-butyl (R)-4-(3-cyclopropyl-2-methoxy-4-nitrophenyl)-2-methylpiperazine-1-carboxylate